BrC1=C2C=CC=CC2=C(C2=CC=CC=C12)C1=NC2=CC=CC=C2C=C1 (10-bromoanthracene-9-yl)quinoline